methyl-tin monochloride C[Sn]Cl